Cl.CNCC1=CN(C(=C1)C1=C(C=CC=C1)F)S(=O)(=O)C=1C=NC=CC1 N-methyl-1-(3-pyridinesulfonyl)-5-(2-fluorophenyl)-1H-pyrrole-3-methanamine hydrochloride